C(C)(=O)N1C(CC2=CC(=C(C=C12)O)O)C(=O)O N-acetyl-5,6-dihydroxyindoline-2-carboxylic acid